2-((4-fluoro-2-methylphenyl)amino)-N-(pyridin-3-yl)-5-(trifluoromethyl)benzamide FC1=CC(=C(C=C1)NC1=C(C(=O)NC=2C=NC=CC2)C=C(C=C1)C(F)(F)F)C